2-((6-(trifluoromethyl)pyridin-3-yl)methyl)-2,4,5,6-tetrahydrocyclopenta[c]pyrazol-4-amine FC(C1=CC=C(C=N1)CN1N=C2C(=C1)C(CC2)N)(F)F